C(C1=CC=CC=C1)OC(=O)N1CCC(CC1)N1[C@H](CN(CC1)C(=O)OC(C)(C)C)CO[Si](C)(C)C(C)(C)C tert-butyl (R)-4-(1-((benzyloxy)carbonyl)piperidin-4-yl)-3-(((tert-butyldimethylsilyl)oxy)methyl)piperazine-1-carboxylate